OC=1C(=C(C(=O)C2=CC=C(C=C2)N)C=CC1N)O dihydroxy-4,4'-diaminobenzophenone